7-(((S)-1,1-difluoropropan-2-yl)oxy)-N-(1-((1S,2R)-2-fluorocyclopropyl)-2-oxo-1,2-dihydropyridin-3-yl)-2-(1-methyl-2-oxabicyclo[2.1.1]hexan-4-yl)imidazo[1,2-a]pyridine-6-carboxamide FC([C@H](C)OC1=CC=2N(C=C1C(=O)NC=1C(N(C=CC1)[C@@H]1[C@@H](C1)F)=O)C=C(N2)C21COC(C2)(C1)C)F